CN(C)C[C@H]1CN(CCC1)C1=C2C=C(N=CC2=CC(=C1)C1=C(C=CC=C1C)F)N 5-[(3S)-3-[(dimethylamino)methyl]-1-piperidyl]-7-(2-fluoro-6-methyl-phenyl)isoquinolin-3-amine